2-(4-piperidyl)ethyl 6-[5-(6-methyl-2-pyridyl)-1H-imidazol-4-yl]quinoline-3-carboxylate CC1=CC=CC(=N1)C1=C(N=CN1)C=1C=C2C=C(C=NC2=CC1)C(=O)OCCC1CCNCC1